6-ethyl-5-methyl-3-((3-(2-(2-(N-methyl-4-(methylamino)but-2-enamido)propanamido)ethyl)phenyl)amino)pyrazine-2-carboxamide C(C)C1=C(N=C(C(=N1)C(=O)N)NC1=CC(=CC=C1)CCNC(C(C)N(C(C=CCNC)=O)C)=O)C